C(#N)C1CC(CC(C1)C#N)C#N 1,3,5-tricyanocyclohexane